C(CC\C=C\C\C=C/CC=CCC=CCC=CCC=CCC)(=O)O trans-cis-4,7,10,13,16,19-docosahexaenoic acid